(R)-2-((4-(2-(2,4-dichlorophenyl)-4-fluoro-2H-chromen-8-yl)piperidin-1-yl)methyl)-1-((1-(fluoromethyl)cyclopropyl)methyl)-1H-benzo[d]imidazole-6-carboxylic acid ClC1=C(C=CC(=C1)Cl)[C@@H]1OC2=C(C=CC=C2C(=C1)F)C1CCN(CC1)CC1=NC2=C(N1CC1(CC1)CF)C=C(C=C2)C(=O)O